((((Rel-(2R,7S)-1-((2-(dimethylamino)ethoxy)carbonyl)-2,3,6,7-tetrahydro-1H-azepine-2,7-diyl)bis(methylene))bis(oxy))bis(2-oxoethane-2,1-diyl))bis(propane-2,1,3-triyl) tetranonanoate C(CCCCCCCC)(=O)OCC(COC(CCCCCCCC)=O)CC(=O)OC[C@@H]1CC=CC[C@@H](N1C(=O)OCCN(C)C)COC(CC(COC(CCCCCCCC)=O)COC(CCCCCCCC)=O)=O |o1:30,35|